C(#C)C1=NSC(=N1)C=1C=CC(=C(C1)NCCN1CCC2=C(C=CC=C12)OC)C 2-((5-(3-ethynyl-1,2,4-thiadiazol-5-yl)-2-methylphenyl)amino)-1-(4-methoxyindolin-1-yl)ethan